C(C1=CC=CC=C1)N[P@](OC1C2=CC=CC=C2C=2C=CC=CC12)(=O)C1=CC=C(C=C1)C 9H-Fluoren-9-yl (S)-N-benzyl-P-(p-tolyl)phosphonamidate